C(CCCCCCCCCCCCC(=O)O)(=O)O tetradecanediic acid